OC1CC(C1)C(=O)[O-] 3-hydroxycyclobutane-1-carboxylate